ClC=1N=NC=CC1C1=NNC2=NC(=CN=C21)C2CNCCC2(N)C 3-(3-(3-chloropyridazin-4-yl)-1H-pyrazolo[3,4-b]pyrazin-6-yl)-4-methylpiperidin-4-amine